C(C)(C)(C)OC(=O)C=1N=CSC1N(CC1=CC=C(C=C1)OC)S(=O)(=O)C1=CC(=C(C=C1)NC(C(C)Cl)=O)F 5-[[4-(2-Chloropropionylamino)-3-fluoro-phenyl]sulfonyl-[(4-methoxyphenyl)methyl]amino]thiazole-4-carboxylic acid tert-butyl ester